Dimethyl-diethyl-ammonium fluoride [F-].C[N+](CC)(CC)C